gamma-L-glutamyl-S-(trans-1-propenyl)-L-cysteine N[C@@H](CCC(=O)N[C@@H](CS\C=C\C)C(=O)O)C(=O)O